N-(2-(4-(dimethylamino)piperidin-1-yl)ethyl)-5-methoxy-7-(1-methyl-6-oxo-1,6-dihydropyridin-3-yl)-N-(3-(methylamino)-3-oxopropyl)benzo[b]thiophene-2-carboxamide CN(C1CCN(CC1)CCN(C(=O)C1=CC2=C(S1)C(=CC(=C2)OC)C2=CN(C(C=C2)=O)C)CCC(=O)NC)C